FC([C@@H](C1=CC=C(C=C1)F)N1N=C(C(=C1)C1=CC=CC(=N1)C1=CC=2N(C=C1)N=C(N2)N)C)(C)F |r| racemic-7-(6-(1-(2,2-difluoro-1-(4-fluorophenyl)propyl)-3-methyl-1H-pyrazol-4-yl)pyridin-2-yl)-[1,2,4]triazolo[1,5-a]pyridin-2-amine